CC1(OB(OC1(C)C)C1CN(C1)C(=O)OC(C)(C)C)C tert-Butyl 3-(4,4,5,5-tetramethyl-1,3,2-dioxaborolan-2-yl)azetidine-1-carboxylate